C1=C(C=C2C=CC3=CC(=CC4=CC=C1C2=C34)C(=O)[O-])C(=O)[O-].[Li+].[Li+] lithium 2,7-pyrenedicarboxylate